(8aS)-3-[(4-bromo-3-chloro-phenyl)methyl]-6,7,8,8a-tetrahydro-1H-pyrrolo[2,1-c][1,4]oxazin-4-one BrC1=C(C=C(C=C1)CC1C(N2[C@H](CO1)CCC2)=O)Cl